[(2R,3S,4R,5R)-5-[2-chloro-5-fluoro-4-[[(1R)-1-phenylethyl]-amino]pyrrolo[2,3-d]-pyrimidin-7-yl]-3,4-dihydroxy-tetrahydro-furan-2-yl]methoxy-methylphosphonic acid ClC=1N=C(C2=C(N1)N(C=C2F)[C@H]2[C@@H]([C@@H]([C@H](O2)COCP(O)(O)=O)O)O)N[C@H](C)C2=CC=CC=C2